COC=1C=C(C=C(C1)OC)C(=O)N1C2=C(NC3=C(C1)C=NN3C)C=CC=C2 (3,5-Dimethoxyphenyl)(1-methyl-4,10-dihydrobenzo[b]pyrazolo[3,4-e][1,4]diazepin-5(1H)-yl)methanone